tert-butyl (3S,4R)-3-fluoro-4-((2-(3-((2-methoxy-4-(methylsulfonyl)phenyl)amino)prop-1-yn-1-yl)-1-(2,2,2-trifluoroethyl)-1H-indol-4-yl)amino)piperidine-1-carboxylate F[C@H]1CN(CC[C@H]1NC1=C2C=C(N(C2=CC=C1)CC(F)(F)F)C#CCNC1=C(C=C(C=C1)S(=O)(=O)C)OC)C(=O)OC(C)(C)C